NC=1C=2N(C=CN1)C(=NC2C2=CC=C(C=C2)[C@](C)(C2=CC(=CC=C2)CC(F)(F)F)O)[C@H]2CN1C(CC[C@@H]1CC2)=O (6R,8aS)-6-[8-Amino-1-(4-{(1R)-1-hydroxy-1-[3-(2,2,2-trifluoroethyl)phenyl]ethyl}phenyl)-imidazo[1,5-a]pyrazin-3-yl]hexahydroindolizin-3(2H)-on